1-(8-Cyano-quinolin-5-yl)-piperidine-4-carboxylic acid (2-dimethylamino-1-methyl-ethyl)-amide CN(CC(C)NC(=O)C1CCN(CC1)C1=C2C=CC=NC2=C(C=C1)C#N)C